CC1NC(CC=2C3=CC=CC=C3NC12)C(=O)O 1,2,3,4-tetrahydro-1-methyl-β-carboline-3-carboxylic acid